C(N)(=O)CC[C@@H]([C@@H](C)OCC1=CC=C(C=C1)C#CCOCCO)NC(OC(C)(C)C)=O tert-butyl N-[(3S,4R)-1-carbamoyl-4-([4-[3-(2-hydroxyethoxy) prop-1-yn-1-yl]phenyl]methoxy) pentane-3-yl]carbamate